N-(2,4-difluoro-3-(5-(3-fluorophenyl)-1H-pyrazolo[3,4-b]pyridine-3-carbonyl)-phenyl)propane-1-sulfonamide FC1=C(C=CC(=C1C(=O)C1=NNC2=NC=C(C=C21)C2=CC(=CC=C2)F)F)NS(=O)(=O)CCC